5-(6-cyclohexyl-4-pyrimidinyl)-4,5,6,7-tetrahydro-thiazolo[5,4-c]pyridine C1(CCCCC1)C1=CC(=NC=N1)N1CC2=C(CC1)N=CS2